hypophosphorous acid (hypophosphite) [PH2](=O)O.[PH2](=O)O